N-((1r,4r)-4-((2,2-difluoropropyl)amino)cyclohexyl)-5-(1H-imidazol-1-yl)-1H-pyrazolo[4,3-d]pyrimidine-7-carboxamide FC(CNC1CCC(CC1)NC(=O)C=1C2=C(N=C(N1)N1C=NC=C1)C=NN2)(C)F